2-(4-isopropyl-5-(8-methoxy-[1,2,4]triazolo[1,5-a]pyridin-6-yl)-1H-pyrazol-3-yl)-4-methyl-5-(4-(pyrrolidin-1-yl)cyclohexyl)thiazole C(C)(C)C=1C(=NNC1C=1C=C(C=2N(C1)N=CN2)OC)C=2SC(=C(N2)C)C2CCC(CC2)N2CCCC2